(1S,4S)-2-[2-(1-phenyl-1H-pyrazol-4-yl)-1,3-thiazole-4-carbonyl]-2,5-diazabicyclo[2.2.1]heptane C1(=CC=CC=C1)N1N=CC(=C1)C=1SC=C(N1)C(=O)N1[C@@H]2CN[C@H](C1)C2